N,N-di((trimethoxysilyl)methyl)(oxiran-2-yl)methylamine CO[Si](OC)(OC)CN(C[Si](OC)(OC)OC)CC1OC1